NCCCC1=CC(=C(N)C=C1)F 4-(3-aminopropyl)-2-fluoroaniline